ClC1=CC=C(C=C1)S(=O)(=O)C1=CC=C(C=C1)C1=CC=C(C=C1)S(=O)(=O)C1=CC=C(C=C1)Cl 4,4'-bis[(4-chlorophenyl)sulfonyl]-1,1'-biphenyl